3-(4-((4-((4,4-difluoropiperidin-1-yl)methyl)-3-fluorobenzyl)thio)-7-fluoro-1-oxoisoindolin-2-yl)piperidine-2,6-dione FC1(CCN(CC1)CC1=C(C=C(CSC2=C3CN(C(C3=C(C=C2)F)=O)C2C(NC(CC2)=O)=O)C=C1)F)F